C([C@@H](CCCC)O)O (R)-1,2-hexanediol